(5R)-3-{2-[(2,2-difluoro-1,3-benzodioxol-4-yl)oxy]-5-pyrimidinyl}-5-ethyl-5-methyl-2,4-imidazolidinedione FC1(OC2=C(O1)C=CC=C2OC2=NC=C(C=N2)N2C(N[C@](C2=O)(C)CC)=O)F